5-((4-(cyclohexyloxy)-5-methyl-pyrimidin-2-yl)amino)benzo[c][1,2]oxaborol-1(3H)-ol C1(CCCCC1)OC1=NC(=NC=C1C)NC1=CC2=C(B(OC2)O)C=C1